(R)-N-(((1R,2R)-2-cyanocyclopropyl)(phenyl)methylene)-2-methylpropane-2-sulfinamide C(#N)[C@H]1[C@@H](C1)C(=N[S@](=O)C(C)(C)C)C1=CC=CC=C1